3-(4-Methoxyphenyl)-1-[4-(5-hydroxypyridin-2-yl)-piperazin-1-yl]-propan-1-one hydrochloride Cl.COC1=CC=C(C=C1)CCC(=O)N1CCN(CC1)C1=NC=C(C=C1)O